N-(2,4-dimethoxybenzyl)pyrazine-2-amine COC1=C(CNC2=NC=CN=C2)C=CC(=C1)OC